FC(C=1C=C(C=CC1)C1CC(C1)C1(CN(CCC1)C(=O)OC(C)(C)C)C(=O)OCC)(F)F tert-butyl 3-Ethyl 3-(3-(3-(trifluoromethyl)phenyl)cyclobutyl)piperidine-1,3-dicarboxylate